ClN(C(C(C)(C)C)=O)C1=C(C=CC=C1)C(C(F)(F)F)=O N-chloro-N-(2-trifluoroacetylphenyl)pivalamide